camphorsulfonic acid (camphorsulfonate) C12(C(=O)CC(CC1)C2(C)C)CS(=O)(=O)O.C21(C(=O)CC(CC2)C1(C)C)CS(=O)(=O)O